C(#C)[C@@]1([C@@H](O[C@@H]([C@H]1O)CO)N1C=CC=2C(N)=NC=NC12)O 7-deaza-2'-C-ethynyl-adenosine